1-(3-bromo-5-(3-(difluoromethyl)-4-fluorophenyl)pyridin-2-yl)ethan-1-one BrC=1C(=NC=C(C1)C1=CC(=C(C=C1)F)C(F)F)C(C)=O